1,1-bis(4-hydroxyphenyl)isobutane tert-Butyl-(Z)-10-((6-oxo-4-phenylpyrimidin-1(6H)-yl)methylene)-7-azaspiro[4.5]decane-7-carboxylate C(C)(C)(C)OC(=O)N1CC2(CCCC2)\C(\CC1)=C/N1C=NC(=CC1=O)C1=CC=CC=C1.OC1=CC=C(C=C1)C(C(C)C)C1=CC=C(C=C1)O